ClC=1C=NC(=NC1)N1CCC(CC1)[C@@H]1[C@@H](C1)CCO 2-[(1S,2R)-2-[1-(5-chloropyrimidin-2-yl)-4-piperidyl]cyclopropyl]ethanol